4-(4-acryloylpiperazin-1-yl)-N-methyl-7-(naphthalen-1-yl)-N-(2-(pyrrolidin-1-yl)ethyl)-5,6,7,8-tetrahydro-1,7-naphthyridine-2-carboxamide C(C=C)(=O)N1CCN(CC1)C1=CC(=NC=2CN(CCC12)C1=CC=CC2=CC=CC=C12)C(=O)N(CCN1CCCC1)C